FC=1C(=C(C=C(C1)C1(CC1)OC)C(C(=O)O)N1C[C@@H](CC1)OCCCCCC1=NC=2NCCCC2C=C1)OC 2-(3-fluoro-2-methoxy-5-(1-methoxycyclopropyl)phenyl)-2-((R)-3-((5-(5,6,7,8-tetrahydro-1,8-naphthyridin-2-yl)pentyl)oxy)pyrrolidin-1-yl)acetic acid